2-(2-(((5-chloro-2-(1H-tetrazol-1-yl)phenyl)amino)-2-oxoacetylamino)-3-phenylpropionamido)benzo[b]furan-2-carboxylic acid ClC=1C=CC(=C(C1)NN(C(C(=O)NC1(CC2=C(O1)C=CC=C2)C(=O)O)CC2=CC=CC=C2)C(C=O)=O)N2N=NN=C2